1-propanesulphonate C(CC)S(=O)(=O)[O-]